(S)-N-(2-amino-6-guanidinohexyl)-N-(2-(6-amino-9H-purin-9-yl)acetyl)glycine N[C@H](CN(CC(=O)O)C(CN1C2=NC=NC(=C2N=C1)N)=O)CCCCNC(=N)N